β-phenethyl-L-aspartate C(CC1=CC=CC=C1)C([C@H](N)C(=O)[O-])C(=O)[O-]